6-((1S,2S)-2-(5-(difluoromethoxy)pyrimidin-2-yl)cyclobutyl)-4-oxo-1-((R)-1-(6-(trifluoromethyl)pyridin-3-yl)ethyl)-4,5-dihydro-1H-pyrazolo[3,4-d]pyrimidine-3-carbonitrile FC(OC=1C=NC(=NC1)[C@@H]1[C@H](CC1)C=1NC(C2=C(N1)N(N=C2C#N)[C@H](C)C=2C=NC(=CC2)C(F)(F)F)=O)F